6-((1-(tert-butyl)-3-((1S,3R)-3-hydroxycyclopentyl)-1H-pyrazol-5-yl)amino)-N-methylpicolinamide C(C)(C)(C)N1N=C(C=C1NC1=CC=CC(=N1)C(=O)NC)[C@@H]1C[C@@H](CC1)O